C(OC=1CC2(CCN(CC2)S(NC)(=O)=O)CC(C1C1=C(C=C(C=C1C)C#CC)C)=O)(OC)=O [9-(2,6-DIMETHYL-4-PROP-1-YNYL-PHENYL)-3-(METHYLSULFAMOYL)-10-OXO-3-AZASPIRO[5.5]UNDEC-8-EN-8-YL] METHYL CARBONATE